FC(CC=1C(=NC(=NC1)NS(=O)(=O)C1=CNC2=CC(=CC=C12)C(C)(C)O)OC)F N-[5-(2,2-difluoroethyl)-4-methoxy-pyrimidin-2-yl]-6-(1-hydroxy-1-methyl-ethyl)-1H-indole-3-sulfonamide